2-bromo-N,5-dimethylaniline BrC1=C(NC)C=C(C=C1)C